CN[C@H]1CN(CC1)C1=CC=C(N=N1)C1=NC=C(C=C1O)C=1OC=CN1 2-{6-[(3R)-3-(methylamino)pyrrolidin-1-yl]pyridazin-3-yl}-5-(1,3-oxazol-2-yl)pyridin-3-ol